methyl-17,19-dihydroxy-4-androsten-3-one CC[C@@]12C(CC[C@H]1[C@@H]1CCC3=CC(CC[C@]3(CO)[C@H]1CC2)=O)O